C(C)N(S(=O)(=O)C=1C=C2C(=NC1)N(C=N2)C(=O)OC(C)(C)C)[C@@H](C(F)(F)F)C2=CC=C(C=C2)F tert-butyl (R)-6-(N-ethyl-N-(2,2,2-trifluoro-1-(4-fluorophenyl)ethyl)sulfamoyl)-3H-imidazo[4,5-b]pyridine-3-carboxylate